Methyl (S)-2-((tert-butoxycarbonyl)amino)-3-(3-fluoro-4-((3-methyl-1-((2-(tri-methylsilyl)ethoxy)methyl)-1H-pyrrolo[2,3-b]pyridin-4-yl)oxy)phenyl)-propanoate C(C)(C)(C)OC(=O)N[C@H](C(=O)OC)CC1=CC(=C(C=C1)OC1=C2C(=NC=C1)N(C=C2C)COCC[Si](C)(C)C)F